4-(2-(methoxymethoxy)-4-(trifluoromethyl)phenyl)-N-(piperidin-3-yl)pyrazolo[1,5-d][1,2,4]triazin-7-amine COCOC1=C(C=CC(=C1)C(F)(F)F)C=1C=2N(C(=NN1)NC1CNCCC1)N=CC2